CC1=C(C=CC(=C1)C)CC1NC=NOC1 5-[(2,4-dimethylphenyl)methyl]-5,6-dihydro-4H-1,2,4-oxadiazine